((1R,5S,6s)-6-((4-(2-aminopropan-2-yl)-6-(4-fluorophenyl)pyridin-2-yl)oxy)-3-azabicyclo[3.1.0]hexan-3-yl)(2,4-dimethylbenzo[d]thiazol-6-yl)methanone NC(C)(C)C1=CC(=NC(=C1)C1=CC=C(C=C1)F)OC1[C@@H]2CN(C[C@H]12)C(=O)C1=CC2=C(N=C(S2)C)C(=C1)C